triazine (methyl methacrylate) CC=C(C(=O)O)C.N1=NN=CC=C1